6-oxa-3λ2-azabicyclo[3.1.1]heptane C12C[N]CC(O1)C2